C(C1=CC=CC=C1)OC(=O)N[C@H](C(=O)N1[C@@H]([C@H]2C([C@H]2C1)(C)C)C(=O)O)[C@H](CC)C (1R,2S,5S)-3-[(2S,3S)-2-(benzyloxycarbonylamino)-3-methyl-pentanoyl]-6,6-dimethyl-3-azabicyclo[3.1.0]hexane-2-carboxylic acid